C12OCC(C1)(C2)C=2N=C1N(C=C(C(=N1)OC1CCC1)C(=O)NC=1C(N(C=CC1)C1C(C1)F)=O)C2 2-(2-oxabicyclo[2.1.1]hex-4-yl)-7-cyclobutoxy-N-(1-(2-fluorocyclopropyl)-2-oxo-1,2-dihydropyridin-3-yl)imidazo[1,2-a]pyrimidine-6-carboxamide